C=1(C(=C(C(=C(C1[2H])[2H])[2H])N(C1=C(C=CC=C1C1=CC=CC=C1)C1=CC=CC=C1)C1=CC(=CC(=C1)C(C)(C)C)Br)[2H])C1=C(C(=C(C(=C1[2H])[2H])[2H])[2H])[2H] N-([1,1'-biphenyl]-3-yl-d9)-N-(3-bromo-5-(tert-butyl)phenyl)-[1,1':3',1''-terphenyl]-2'-amine